(S)-N-(2-(1-ethyl-1H-indazol-3-yl)-2-(pyrrolidin-1-yl)ethyl)-1H-indole-6-sulfonamide C(C)N1N=C(C2=CC=CC=C12)[C@H](CNS(=O)(=O)C1=CC=C2C=CNC2=C1)N1CCCC1